C[C@@H]1N(CCOC1)C=1C(=CC(=C2C[C@H]([C@H](C12)O)F)[C@H]1C[C@@H]([C@@H](C=2C=C(C=C(C12)C#N)F)F)F)F (5R,6S,8R)-8-{(1S,2R)-7-[(S)-3-methyl-4-morpholinyl]-2,6-difluoro-1-hydroxy-4-indanyl}-3,5,6-trifluoro-5,6,7,8-tetrahydro-1-naphthonitrile